[(1R)-1-(5-fluoro-2-pyridyl)ethoxy]-6-[1-(2-hydroxycyclohexyl)-5-methyl-pyrazol-4-yl]pyrazolo[1,5-a]pyridine-3-carbonitrile FC=1C=CC(=NC1)[C@@H](C)OC1=NN2C(C=CC(=C2)C=2C=NN(C2C)C2C(CCCC2)O)=C1C#N